N1(C=NC=2C=NC=3C=CC=CC3C21)CCCN 1H-imidazo[4,5-C]quinolin-1-propylamine